dicaprylic acid caprate OC(=O)CCCCCCCCC.C(CCCCCCC)(=O)O.C(CCCCCCC)(=O)O